C(=O)O.ClC=1C=C(C=CC1C(=O)N1CCN(CC1)C(=O)C1CCNCC1)NC(=O)C=1N(C(=CN1)C1=CC(=C(C(=C1)OC)F)F)C N-[3-chloro-4-[4-(piperidine-4-carbonyl)piperazine-1-carbonyl]phenyl]-5-(3,4-difluoro-5-methoxy-phenyl)-1-methyl-imidazole-2-carboxamide formate